aminophenyl-aniline NN(C1=CC=CC=C1)C1=CC=CC=C1